ClC1=CC=C(CN2C(=C(C3=CC(=CC=C23)C(C)C)SC(C)(C)C)CC(C(=O)O)(C)C)C=C1 3-[1-(4-chlorobenzyl)-3-tert-butylthio-5-isopropylindol-2-yl]-2,2-dimethylpropionic acid